S1C=CC2=C1NC(=C2)C(=O)O 6H-thieno[2,3-b]pyrrole-5-carboxylic acid